O1CCN(CC1)C1=NC=CC(=N1)N1CC(C1)NC(C=C)=O N-(1-(2-Morpholinopyrimidin-4-yl)azetidin-3-yl)acrylamide